The molecule is a dipeptide obtained by formal condensation of the carboxy group of L-aspartic acid with the amino group of L-threonine. It derives from a L-aspartic acid and a L-threonine. C[C@H]([C@@H](C(=O)O)NC(=O)[C@H](CC(=O)O)N)O